C1CCC2=C(C=3CCCC3C=C12)NC(=O)NS(=O)(=O)\C=C\[C@H]1N(CCC1)C=1SC=CN1 (S,E)-N-((1,2,3,5,6,7-Hexahydro-s-indacen-4-yl)carbamoyl)-2-(1-(Thiazol-2-yl)pyrrolidin-2-yl)ethen-1-sulfonamid